methyl (S)-2-(6-(((2-(((3,4-dihydroxyphenoxy)carbonyl)(methyl)amino)ethyl)(methyl)carbamoyl)oxy)benzo[d]thiazol-2-yl)-4,5-dihydrothiazole-4-carboxylate OC=1C=C(OC(=O)N(CCN(C(=O)OC2=CC3=C(N=C(S3)C=3SC[C@@H](N3)C(=O)OC)C=C2)C)C)C=CC1O